2-(5-isopropyl-2,3-dihydro-1H-inden-4-yl)acetic acid C(C)(C)C=1C(=C2CCCC2=CC1)CC(=O)O